FC1(CNC(N(C1)[C@@H](C1=CC=2N(N=C1)C=C(N2)[C@H](C2CCC(CC2)(F)F)NC(OC(C)(C)C)=O)C2CCOCC2)=O)F |o1:7| tert-Butyl ((S)-(7-((R*)-(5,5-difluoro-2-oxotetrahydropyrimidin-1(2H)-yl)(tetrahydro-2H-pyran-4-yl)methyl)imidazo[1,2-b]pyridazin-2-yl)(4,4-difluorocyclohexyl)methyl)carbamate